1-(4-bromophenyl)-1H-thieno[2',3':4,5]benzo[1,2-d][1,2,3]triazole-4,8-dione BrC1=CC=C(C=C1)N1N=NC2=C1C(C1=C(C2=O)SC=C1)=O